1-((2R,5S)-4-(6-chloro-8-fluoro-2-(1-isopropylazetidin-3-yl)-7-(5-methyl-1H-indazol-4-yl)quinazolin-4-yl)-2,5-dimethylpiperazin-1-yl)prop-2-en-1-one ClC=1C=C2C(=NC(=NC2=C(C1C1=C2C=NNC2=CC=C1C)F)C1CN(C1)C(C)C)N1C[C@H](N(C[C@@H]1C)C(C=C)=O)C